(E)-(2-(4-(1H-pyrazol-1-yl)phenyl)-6-(2-methoxyvinyl)pyrimidin-4-yl)(4-(methylsulfonyl)piperazin-1-yl)methanone N1(N=CC=C1)C1=CC=C(C=C1)C1=NC(=CC(=N1)C(=O)N1CCN(CC1)S(=O)(=O)C)\C=C\OC